C1(=CC=CC=C1)C(C(C(=O)C1=CC=CC=C1)=O)=O dl-1,3-diphenylpropanetrione